C(C)NS(=O)(=O)NC(=N)C1N2C(NC(CC1)C2)=O N-ethylaminosulfonyl-7-oxo-1,6-diazabicyclo[3.2.1]octan-2-carboxamidine